(benzene-1,2,4,5-tetrayl-tetra(methylene))tetra(oxy)Tetrabenzaldehyde C1(=C(C=C(C(=C1)COC1=C(C=O)C=CC=C1)COC1=C(C=O)C=CC=C1)COC1=C(C=O)C=CC=C1)COC1=C(C=O)C=CC=C1